C(C)(C)(C)C(=O)O.ClC1=NC2=CC=C(C=C2C(=N1)N1CCNCC1)C=1C=NC(=C(C1)NS(=O)(=O)C1=C(C=C(C=C1)F)F)OC 4-(2-Chloro-6-(5-((2,4-difluorophenyl)sulfonamido)-6-methoxypyridin-3-yl)quinazolin-4-yl)piperazine 1-tert-butyl-formate